IMIDAZOLE-2-BORONIC ACID N1C(=NC=C1)B(O)O